CC(C(=O)OCCNC(=O)OCCOC1=C(C=C2C3(CC(OC2=C1)=O)CC(OC1=CC(=C(C=C13)CC)OCCOC(NCCOC(C(=C)C)=O)=O)=O)CC)=C 2-[2-[[6,6'-diethyl-7'-[2-[2-(2-methylprop-2-enoyloxy)ethylcarbamoyloxy]ethoxyl]-2,2'-dioxo-4,4'-spirobi[chromane]-7-yl]oxy]ethoxycarbonylamino]ethyl 2-methylprop-2-enoate